3-({[(4R)-7-[(4-cyclopropylphenyl)(methyl)amino]-3,4-dihydro-2H-1-benzopyran-4-yl]methyl}amino)pyridine-4-carboxylic acid methyl ester COC(=O)C1=C(C=NC=C1)NC[C@@H]1CCOC2=C1C=CC(=C2)N(C)C2=CC=C(C=C2)C2CC2